COC(=O)C=1C(N(N=C(C1)C(C)C)C1=CC=C(C=C1)F)=O 2-(4-fluorophenyl)-6-isopropyl-3-oxo-2,3-dihydropyridazine-4-carboxylic acid methyl ester